N[C@H]1CN(C[C@H]1C)C1=C2C=NN(C2=CC=C1NC(=O)C1=NN(C(C=C1)=O)C1=C(C=CC=C1F)F)C N-[4-[(3R,4R)-3-amino-4-methyl-pyrrolidin-1-yl]-1-methyl-indazol-5-yl]-1-(2,6-difluorophenyl)-6-oxo-pyridazine-3-carboxamide